4-((2-chloro-4-((5-cyclopropyl-3-(2,6-dichlorophenyl)isoxazol-4-yl)methoxy)phenyl)ethynyl)benzoic acid ClC1=C(C=CC(=C1)OCC=1C(=NOC1C1CC1)C1=C(C=CC=C1Cl)Cl)C#CC1=CC=C(C(=O)O)C=C1